6-((S)-1-(2-((S)-3-aminopiperidin-1-yl)-1H-benzo[d]imidazol-1-yl)ethyl)nicotinonitrile hydrochloride Cl.N[C@@H]1CN(CCC1)C1=NC2=C(N1[C@@H](C)C1=NC=C(C#N)C=C1)C=CC=C2